C(C1=CC=CC=C1)SC=1C=CC(=NC1)[N+](=O)[O-] 5-(benzylsulfanyl)-2-nitropyridine